8-(1-(2-Hydroxy-2-methylpropyl)-1H-pyrazol-4-yl)-1-(4-methoxybenzyl)-4-(oxazol-5-yl)-1,3-dihydro-2H-benzo[b]azepin-2-one OC(CN1N=CC(=C1)C=1C=CC2=C(N(C(CC(=C2)C2=CN=CO2)=O)CC2=CC=C(C=C2)OC)C1)(C)C